C(C)(C)(C)OC(NC[C@H](CN)C)=O.CC=1C=C(C=CC1N1CCN(CC1)C)[N+](=O)[O-] 3-methyl-4-(4-methylpiperazin-1-yl)nitrobenzene tert-butyl-(S)-3-amino-2-methylpropylcarbamate